NC1=NC=C(C(=C1C1=CC=C(C=C1)O)CC)C1=CC=C(C=C1)Cl 4-[2-amino-5-(4-chlorophenyl)-4-ethyl-3-pyridyl]phenol